((2R,3S,5R)-3-((4-methylbenzoyl)oxy)-5-(2-oxopyrimidin-1(2H)-yl)tetrahydrofuran-2-yl)methyl 4-methylbenzoate CC1=CC=C(C(=O)OC[C@H]2O[C@H](C[C@@H]2OC(C2=CC=C(C=C2)C)=O)N2C(N=CC=C2)=O)C=C1